C(C)C(COC=1C(N(N=CC1)O)=O)CCCC 4-(2-ethylhexyloxy)-2-hydroxypyridazinone